BrC(=O)OCCC(CC)C 3-methylpentyl bromoformate